bisphenol diacetate C(C)(=O)O.C(C)(=O)O.C1(=CC=CC=C1)O.C1(=CC=CC=C1)O